C12N(CC(NC1)CC2)C=2SC=1CN(CCC1N2)C(CC2CCCC2)=O 1-(2-(2,5-diazabicyclo[2.2.2]octan-2-yl)-6,7-dihydrothiazolo[5,4-c]pyridin-5(4H)-yl)-2-cyclopentylethan-1-one